O1C(=NC2=C1C=CC=C2)NC(=O)N[C@@H]2C(NC[C@H]2C2=C(C=C(C=C2F)OC)F)=O |o1:13,17| (-)-1-(benzo[d]oxazol-2-yl)-3-[(3S*,4R*)-4-(2,6-difluoro-4-methoxyphenyl)-2-oxopyrrolidin-3-yl]urea